(3-fluorophenyl)(4-fluorophenyl)methanol Tert-butyl-(S)-3-((1-oxo-1,3-dihydroisobenzofuran-5-yl)oxy)azepane-1-carboxylate C(C)(C)(C)[C@@H]1N(CCCCC1OC=1C=C2COC(C2=CC1)=O)C(=O)OC(C1=CC=C(C=C1)F)C1=CC(=CC=C1)F